N1=NC=CC2=CC=C(C=C12)C(=O)[O-] cinnoline-7-carboxylate